ClC(OC1=CC=C(C=C1)NC1=NC=CC=C1C=1OC(=NN1)CCNC)(F)F N-(4-(chlorodifluoromethoxy)phenyl)-3-(5-(2-(methylamino)ethyl)-1,3,4-oxadiazol-2-yl)pyridine-2-Amine